2-(4-(4-Chloro-6-(trifluoromethyl)-quinazolin-2-yl)-butyl)isoindoline-1,3-dione ClC1=NC(=NC2=CC=C(C=C12)C(F)(F)F)CCCCN1C(C2=CC=CC=C2C1=O)=O